FC(C=1C=C(C=CC1)C=1C=CC(=NC1)N1CCN(CC1)C(=O)O)(F)F 4-(5-(3-(Trifluoromethyl)phenyl)pyridin-2-yl)piperazine-1-carboxylic acid